FC=1C=C(C=CC1NC1=NC=C2C=CC(=NC2=C1)C(=C)C1CCN(CC1)C)N1N=C(C=C1)CO [1-[3-fluoro-4-([2-[1-(1-methylpiperidin-4-yl)ethenyl]-1,6-naphthyridin-7-yl]amino)phenyl]pyrazol-3-yl]methanol